3-hydroxyphenylacetate OC=1C=C(C=CC1)CC(=O)[O-]